(+)-Isoleucine N[C@@H]([C@@H](C)CC)C(=O)O